C1(CCCC1)N1C(C=C(C2=C1N=C(N=C2)N2CCC(CC2)NCCC2=CC=CC=C2)C2=CC=C(C=C2)OC)=O 8-cyclopentyl-5-(4-methoxyphenyl)-2-(4-(phenethylamino)piperidin-1-yl)pyrido[2,3-d]pyrimidin-7-one